C(CCC)OC1C(NC(N1)=O)=O 5-butoxy-hydantoin